ClC=1C=C(C=C2C=C(N=CC12)NC(OC(C)(C)C)=O)S(=O)(=O)Cl tert-butyl (8-chloro-6-(chlorosulfonyl)isoquinolin-3-yl)carbamate